n-Heptadecylmethylamine C(CCCCCCCCCCCCCCCC)NC